N-(3-(2'-fluoro-[1,1'-biphenyl]-4-yl)propyl)-2-methylthiazole-4-carboxamide FC1=C(C=CC=C1)C1=CC=C(C=C1)CCCNC(=O)C=1N=C(SC1)C